(+)-N-[3-chloro-1-(3-pyridyl)-1H-pyrazol-4-yl]-N-ethyl-3-[(3,3,3-trifluoropropyl)sulfinyl]-propionamide ClC1=NN(C=C1N(C(CCS(=O)CCC(F)(F)F)=O)CC)C=1C=NC=CC1